ethyl 4-(2-ethoxy-2-oxoacetyl)-1-methyl-1H-pyrrole-2-carboxylate C(C)OC(C(=O)C=1C=C(N(C1)C)C(=O)OCC)=O